OC1=NOC(=C1)C(=O)N(C)C(C(NC1=CC=C(C=C1)[Si](C)(C)C)=O)C1=CC=C(C=C1)COCCCOC 3-hydroxy-N-(1-(4-((3-methoxypropoxy)methyl)phenyl)-2-oxo-2-((4-(trimethylsilyl)phenyl)amino)ethyl)-N-methyl-1,2-oxazole-5-carboxamide